CC1OC(C2C(O1)C1=CC=CC=C1C2)C 4,4a,5,9b-Tetrahydro-2,4-dimethylindeno[1,2-d][1,3]-dioxin